P(=O)([O-])(F)F.[Na+].S(SN=C=O)N=C=O dithioisocyanate sodium difluorophosphate